O1COC2=C1C=CC(=C2)CC(C)N(C(=O)C2(CCOCC2)C)C N-[2-(2H-1,3-benzodioxol-5-yl)-1-methyl-ethyl]-N-methyl-4-methyltetrahydro-2H-pyran-4-carboxamide